5-((2-(methylsulfonyl)phenyl)amino)-3-thioxo-2,3-dihydroisothiazole-4-carbonitrile CS(=O)(=O)C1=C(C=CC=C1)NC1=C(C(NS1)=S)C#N